NC=1C2=C(N=CN1)N(C=C2C2=C(C=C(C=C2)NC([C@H](O)C2=CC(=CC=C2)F)=O)C)C (R)-N-(4-(4-amino-7-methyl-7H-pyrrolo[2,3-d]pyrimidin-5-yl)-3-methylphenyl)-2-(3-fluorophenyl)-2-hydroxyacetamide